ClC1=C(C=C2C(=NNC2=C1)C1=CC(=NC=C1)C)C1C[C@@H]2[C@@H](CN(C2)C2CSCC2)C1 6-chloro-3-(2-methylpyridin-4-yl)-5-((3aR,5s,6aS)-2-(tetrahydrothiophen-3-yl)octahydrocyclopenta[c]pyrrol-5-yl)-1H-indazole